C1(CC1)C1=NN(C(=C1C(F)(F)F)C(=O)NC1=CC(=NC=C1)C(=O)N)CC1OC(CC1)C(F)(F)F 4-(3-cyclopropyl-4-(trifluoromethyl)-1-((5-(trifluoromethyl)tetrahydrofuran-2-yl)methyl)-1H-pyrazole-5-carboxamido)picolinamide